C1(CC1)C1=NNC2=CN=C(C(=C21)C2=C(C=C(C(=C2)C)S(=O)(=O)C)F)C(=O)NC 3-cyclopropyl-4-(2-fluoro-5-methyl-4-methyl-sulfonyl-phenyl)-N-methyl-1H-pyrazolo[3,4-c]pyridine-5-carboxamide